(E)-N'-(4-methoxybenzylidene)-1-methyl-4-oxo-1,4-dihydroquinoline-3-carbohydrazide COC1=CC=C(\C=N\NC(=O)C2=CN(C3=CC=CC=C3C2=O)C)C=C1